N1N=CC(=C1)N1CCC(CC1)CN1[C@H]2CN([C@@H](C1)C2)C(=O)OC(C)(C)C tert-butyl (1R,4R)-5-((1-(1H-pyrazol-4-yl) piperidin-4-yl)methyl)-2,5-diazabicyclo[2.2.1]heptane-2-carboxylate